2-({6-[3-(benzylsulfamoyl)phenyl]pyrido[3,2-d]pyrimidin-4-yl}amino)ethyl acetate C(C)(=O)OCCNC=1C2=C(N=CN1)C=CC(=N2)C2=CC(=CC=C2)S(NCC2=CC=CC=C2)(=O)=O